8-(2-isopropylphenoxy)-2,4-dihydroisoquinoline-1,3-dione C(C)(C)C1=C(OC=2C=CC=C3CC(NC(C23)=O)=O)C=CC=C1